tert-Butyl N-[5-[[2-[(2S,5R)-2-(3-hydroxy-4-methyl-phenyl)-5-methyl-1-piperidyl]-2-oxo-acetyl]amino]-3-methyl-2-pyridyl]carbamate OC=1C=C(C=CC1C)[C@H]1N(C[C@@H](CC1)C)C(C(=O)NC=1C=C(C(=NC1)NC(OC(C)(C)C)=O)C)=O